(R)-3-((3-(8-amino-4,6-dimethylpyrimidino[5,4-d]pyrimidin-2-yl)phenyl)ethynyl)-3-hydroxy-1-methylpyrrolidin-2-one NC1=NC(=NC2=C1N=C(N=C2C)C=2C=C(C=CC2)C#C[C@]2(C(N(CC2)C)=O)O)C